1-((1RS,3SR)-5'-Bromo-4'-chloro-1',2'-dihydrospiro[cyclopentane-1,3'-pyrrolo[2,3-b]pyridin]-3-yl)-1H-pyrazol-3-amine BrC=1C(=C2C(=NC1)NC[C@]21C[C@H](CC1)N1N=C(C=C1)N)Cl |r|